ClC1=NC(=C2N=CN(C2=N1)[C@H]1[C@@H]([C@@H]([C@@]2(C[C@H]12)CSC)O)O)NC(C1CC1)C1CC1 (1S,2R,3S,4R,5S)-4-(2-Chloro-6-((dicyclopropylmethyl)amino)-9H-purin-9-yl)-1-((methylthio)methyl)bicyclo[3.1.0]hexane-2,3-diol